1-(4-(2-(4-methoxyphenyl)propan-2-yl)thiazol-2-yl)-3-(pyrazin-2-ylmeth-yl)urea COC1=CC=C(C=C1)C(C)(C)C=1N=C(SC1)NC(=O)NCC1=NC=CN=C1